COCOCCCC(CC(CC(CC(CC(CC(CC(CCCI)C)C)C)C)C)C)C 19-iodo-4,6,8,10,12,14,16-heptamethylnonadecyl methoxymethyl ether